C=C(C)S(=O)(=O)N1CC(C1)C1=NN(C2=NC=CC(=C21)[C@@H](CO)O)C2=CC=C(C=C2)OC(F)(F)F (S)-1-(3-(1-(Prop-1-en-2-ylsulfonyl)azetidin-3-yl)-1-(4-(trifluoromethoxy)phenyl)-1H-pyrazolo[3,4-b]pyridin-4-yl)ethane-1,2-diol